tri(3-propanol) ammonium [NH4+].CCCO.CCCO.CCCO